COC1=CC2=C(C=C1)N(C1=NC3=CC(=C(C=C3N=C12)C)C)CCN(C)C 2-(9-methoxy-2,3-dimethyl-6H-indolo[2,3-b]quinoxalin-6-yl)-N,N-dimethylethanamine